C(C)N(C(OC1=C(C(=C(C=C1)Cl)Cl)I)=O)CC 3,4-dichloro-2-iodophenyl N,N-diethylcarbamate